C(C)OC([C@H](CCC(=O)OCC1=CC=CC=C1)NC(=O)OC(C)(C)C)=O 2-(S)-tert-Butoxycarbonylamino-pentanedioic Acid 5-benzyl Ester 1-ethyl Ester